3-(5-(1-methyl-1H-pyrazol-4-yl)pyridin-3-yl)-3-(5-(2-(5,6,7,8-tetrahydro-1,8-naphthyridin-2-yl)ethoxy)-1H-indazol-1-yl)propanoic acid CN1N=CC(=C1)C=1C=C(C=NC1)C(CC(=O)O)N1N=CC2=CC(=CC=C12)OCCC1=NC=2NCCCC2C=C1